9-Hexyl-6-methyl-9H-xanthen-3-ol C(CCCCC)C1C2=CC=C(C=C2OC=2C=C(C=CC12)O)C